N-{[6-({[(oxan-2-yl)methyl]amino}methyl)imidazo[1,2-a]pyridin-2-yl]methyl}-4-oxo-4H-pyrido[1,2-a]pyrimidine-2-carboxamide O1C(CCCC1)CNCC=1C=CC=2N(C1)C=C(N2)CNC(=O)C=2N=C1N(C(C2)=O)C=CC=C1